N-((1R,4r)-4-((((R)-2-(3-Fluorophenyl)-2-hydroxyethyl)amino)methyl)cyclohexyl)methanesulfonamide FC=1C=C(C=CC1)[C@H](CNCC1CCC(CC1)NS(=O)(=O)C)O